COC1=C(C=CC(=C1)CNCC1=CC(=NC=C1)N1CCCCC1)O 2-methoxy-4-[[[2-(1-piperidyl)-4-pyridyl]methylamino]methyl]phenol